Cl.CC1=C(C(=CC=C1)C)C[C@@H](C)N |r| (+/-)-1-(2,6-dimethylphenyl)-2-propylamine Hydrochloride